N-(4-(3-((6,7-dimethoxy-3,4-dihydroisoquinolin-2(1H)-yl)methyl)imidazo[1,2-a]pyridin-2-yl)phenyl)-2-phenoxyacetamide COC=1C=C2CCN(CC2=CC1OC)CC1=C(N=C2N1C=CC=C2)C2=CC=C(C=C2)NC(COC2=CC=CC=C2)=O